OC(CC(=O)N[C@@H](CC)C1=CC(=CC=C1)OC(F)(F)F)C(C)(C)C 3-hydroxy-4,4-dimethyl-N-((S)-1-(3-(trifluoromethoxy)phenyl)propyl)pentanamide